[(1R,3R,4R,7S)-1-[[bis(4-methoxyphenyl)-phenylmethoxy]methyl]-7-hydroxy-5-(3-methyl-1,2,4-thiadiazol-5-yl)-2-oxa-5-azabicyclo[2.2.1]heptan-3-yl]-5-methylpyrimidin-2-one COC1=CC=C(C=C1)C(OC[C@]12O[C@H]([C@H](N(C1)C1=NC(=NS1)C)[C@@H]2O)C2=NC(NC=C2C)=O)(C2=CC=CC=C2)C2=CC=C(C=C2)OC